N-allyl-N-benzyl-2-(benzylamino)acetamide C(C=C)N(C(CNCC1=CC=CC=C1)=O)CC1=CC=CC=C1